bis(2-methyl-1-naphthyl)-2-naphthylphosphine oxide CC1=C(C2=CC=CC=C2C=C1)P(C1=CC2=CC=CC=C2C=C1)(C1=C(C=CC2=CC=CC=C12)C)=O